(E)-2-(hydroxyimino)acetic acid O\N=C\C(=O)O